S[C@H](CCCCC(=O)O)CCS (R)-6,8-dimercaptocaprylic acid